N1N=CN=C1C1=CC=C(C=C1)C1=CC=C(C=C1)C=1N=NNC1C(=O)O 4-(4'-(1H-1,2,4-triazol-5-yl)-[1,1'-biphenyl]-4-yl)-1H-1,2,3-triazol-5-carboxylic acid